2,7-Di-tert-butyl-9-{1-[3-(1-adamantyl)-2-(methoxymethoxy)-5-methylphenyl]-2-methylprop-1-en-1-yl}-9,9a-dihydro-4aH-fluorene C(C)(C)(C)C1=CC2C(C3=CC(=CC=C3C2C=C1)C(C)(C)C)C(=C(C)C)C1=C(C(=CC(=C1)C)C12CC3CC(CC(C1)C3)C2)OCOC